NC/C(/CN1N=CN(C1=O)C1=NC(=CC=C1)C1=CC=2C(=NON2)C=C1)=C\F 2-[(2E)-2-(aminomethyl)-3-fluoroprop-2-en-1-yl]-4-[6-(2,1,3-benzoxadiazol-5-yl)pyridin-2-yl]-2,4-dihydro-3H-1,2,4-triazol-3-one